n-decylphenylboronic acid C(CCCCCCCCC)C1=C(C=CC=C1)B(O)O